6-(4-chloropyridin-2-yl)-2-methyl-6-oxohexanoic acid ClC1=CC(=NC=C1)C(CCCC(C(=O)O)C)=O